C(C)C1=NC2=C(N1C1=NC(=C3N=C(N(C3=N1)C)CN1C(CN(CC1)C(CCCCC(=O)NOC1OCCCC1)=O)=O)N1CCOCC1)C=CC=C2 6-(4-((2-(2-ethyl-1H-benzo[d]imidazol-1-yl)-9-methyl-6-morpholino-9H-purin-8-yl)methyl)-3-oxopiperazin-1-yl)-6-oxo-N-((tetrahydro-2H-pyran-2-yl)oxy)hexanamide